OC1=CC=C(C=C1)CC(CC)=O (4-hydroxyphenyl)-2-butanone